C1C=2N(CCN1)CCNC2 (S)-hexahydro-2H-pyrazino[1,2-a]pyrazine